tert-butyl 3-(2-(aminomethyl)-6-cyclopropylimidazo[1,2-a]pyridin-8-yl)-3-fluoroazetidine-1-carboxylate NCC=1N=C2N(C=C(C=C2C2(CN(C2)C(=O)OC(C)(C)C)F)C2CC2)C1